4-dichloroacetyl-1-oxa-4-aza-spiro[4.5]-decane ClC(C(=O)N1CCOC12CCCCC2)Cl